ClC=1C=C2C(=CNC2=CC1)C(C)(C)C1=C(N)C=CC=C1 2-(2-(5-chloro-1H-indol-3-yl)propan-2-yl)aniline